5-(4-fluoro-2-(trifluoromethyl)pyridin-3-yl)isoindoline trifluoroacetic Acid Salt FC(C(=O)O)(F)F.FC1=C(C(=NC=C1)C(F)(F)F)C=1C=C2CNCC2=CC1